[PH2](OC(C1=C(C(=C(C=C1C)C)C1=CC=CC=C1)C)=O)=O.[Na] sodium phenyl-2,4,6-trimethylbenzoyl phosphinate